4-bromo-N-(4-bromo-2,3-difluoro-phenyl)-2-methyl-benzamide BrC1=CC(=C(C(=O)NC2=C(C(=C(C=C2)Br)F)F)C=C1)C